8-ethyl-6-(5-(1-isobutylpiperidin-4-yl)-3-isopropyl-1H-indol-2-yl)-[1,2,4]triazolo[1,5-a]pyridine C(C)C=1C=2N(C=C(C1)C=1NC3=CC=C(C=C3C1C(C)C)C1CCN(CC1)CC(C)C)N=CN2